ethyl (2S,3S)-2-((((9H-fluoren-9-yl)methoxy)carbonyl)amino)-3-amino-3-(4-bromothiazol-2-yl)propanoate C1=CC=CC=2C3=CC=CC=C3C(C12)COC(=O)N[C@H](C(=O)OCC)[C@@H](C=1SC=C(N1)Br)N